(2Z,4E,6E,8E)-9-(3-(1H-imidazol-1-yl)-2,6,6-trimethylcyclohex-1-en-1-yl)-N-(3-(3-fluorophenyl)propyl)-3,7-dimethylnona-2,4,6,8-tetraenamide N1(C=NC=C1)C1C(=C(C(CC1)(C)C)/C=C/C(=C/C=C/C(=C\C(=O)NCCCC1=CC(=CC=C1)F)/C)/C)C